(S)-2-(3-Fluoro-4-(6-((4-methoxybenzyl)oxy)pyridin-2-yl)benzyl)-1-(oxetan-2-ylmethyl)-1H-benzo[d]imidazol FC=1C=C(CC2=NC3=C(N2C[C@H]2OCC2)C=CC=C3)C=CC1C1=NC(=CC=C1)OCC1=CC=C(C=C1)OC